N-(3-chloro-4-fluorophenyl)-3-(N-(4-fluorophenyl)sulfamoyl)benzamide ClC=1C=C(C=CC1F)NC(C1=CC(=CC=C1)S(NC1=CC=C(C=C1)F)(=O)=O)=O